COC(C1=CC=C(C=C1)C1=NC(=C2C(=N1)N(N=C2)C2CC(CC(C2)C)C)NC(=O)C=2SC(=CC2)[N+](=O)[O-])=O 4-(1-(3,5-dimethylcyclohexyl)-4-(5-nitrothiophene-2-carboxamido)-1H-pyrazolo[3,4-d]pyrimidin-6-yl)benzoic acid methyl ester